C(C)C1=NNC2=CC=C(C=C12)C1=CN=C2N1N=C(C=C2)N2C[C@@H](O[C@@H](C2)C)C (2S,6R)-4-(3-(3-ethyl-1H-indazol-5-yl)imidazo[1,2-b]pyridazin-6-yl)-2,6-dimethylmorpholine